Cl.CN(CCCC1OC(C2=CC(=CC=C12)[N+](=O)[O-])=O)C 3-(3-(dimethylamino)propyl)-6-nitroisobenzofuran-1(3H)-one hydrochloride